FC(C1=NN=C(O1)C1=CC(=C(CC2N(CCSC2)C(=O)N)C=C1)F)F (4-(5-(difluoromethyl)-1,3,4-oxadiazol-2-yl)-2-fluoro-benzyl)thiomorpholine-4-carboxamide